6-(4-(CYCLOPROPYLAMINO)-3-ISOPROPYL-3H-IMIDAZO[4,5-C]PYRIDIN-6-YL)SPIRO[INDOLINE-3,4'-PIPERIDIN]-2-ONE C1(CC1)NC1=NC(=CC2=C1N(C=N2)C(C)C)C2=CC=C1C(=C2)NC(C12CCNCC2)=O